CCCCCCCCCCCCCCCCCC(=O)OC[C@@H]([C@@H](/C=C/CCCCCCCCCCCCC)O)NC(=O)C The molecule is a 1-O-acyl-N-acylsphingosine in which the N- and O-acyl groups are specified as acetyl and stearoyl (octadecanoyl) respectively. It derives from a N-acetylsphingosine and an octadecanoic acid.